The molecule is a branched ten-membered mannooligosaccharide derivative consisting of eight D-mannosyl residues and two N-acetylglucosamine residues, one of which is at the reducing end. It is a glucosamine oligosaccharide, a mannooligosaccharide derivative and a N-glycan derivative. CC(=O)N[C@@H]1[C@H]([C@@H]([C@H](O[C@H]1O[C@@H]2[C@H](OC([C@@H]([C@H]2O)NC(=O)C)O)CO)CO)O[C@H]3[C@H]([C@H]([C@@H]([C@H](O3)CO[C@@H]4[C@H]([C@H]([C@@H]([C@H](O4)CO[C@@H]5[C@H]([C@H]([C@@H]([C@H](O5)CO)O)O)O[C@@H]6[C@H]([C@H]([C@@H]([C@H](O6)CO)O)O)O)O)O[C@@H]7[C@H]([C@H]([C@@H]([C@H](O7)CO)O)O)O)O)O)O[C@@H]8[C@H]([C@H]([C@@H]([C@H](O8)CO)O)O)O[C@@H]9[C@H]([C@H]([C@@H]([C@H](O9)CO)O)O)O[C@@H]1[C@H]([C@H]([C@@H]([C@H](O1)CO)O)O)O)O)O